C1(CC1)C=1C(=C2C(=NNC2=CC1C)F)C1=C(C=2N=C(N=C(C2C=N1)N1C[C@@](CCC1)(O)C)OC[C@]12CCCN2C[C@@H](C1)F)F (3R)-1-(7-(5-cyclopropyl-3-fluoro-6-methyl-1H-indazol-4-yl)-8-fluoro-2-(((2R,7aS)-2-fluorotetrahydro-1H-pyrrolizin-7a(5H)-yl)methoxy)pyrido[4,3-d]pyrimidin-4-yl)-3-methylpiperidin-3-ol